(R)-6-(4-Bromophenyl)-2-phenyl-5,6-dihydro-4H-1,3-selenazin-4-one BrC1=CC=C(C=C1)[C@H]1CC(N=C([Se]1)C1=CC=CC=C1)=O